1-[3-[[2-[(3-Isopropoxy-1-methyl-pyrazol-4-yl)amino]-5-(trifluoromethyl)pyrimidin-4-yl]amino]propyl]piperidin-2-one C(C)(C)OC1=NN(C=C1NC1=NC=C(C(=N1)NCCCN1C(CCCC1)=O)C(F)(F)F)C